triazolo[4,5-b]pyridin-3-yl 6-chloropyrazolo[1,5-a]pyridine-3-carboxylate ClC=1C=CC=2N(C1)N=CC2C(=O)ON2N=NC=1C2=NC=CC1